3,6-dichloro-1-(3-((5-methyl-4-nitro-1-((tetrahydro-2H-pyran-4-yl)methyl)-1H-pyrazol-3-yl)oxy)propyl)-1H-pyrazolo[3,4-d]pyrimidine ClC1=NN(C2=NC(=NC=C21)Cl)CCCOC2=NN(C(=C2[N+](=O)[O-])C)CC2CCOCC2